ClC1=CC(=C2C(=C(NC2=C1Cl)CCOC1OCCCC1)C=1C=NN(C1)C1OCCCC1)NC(OC(C)(C)C)=O tert-butyl N-[6,7-dichloro-2-(2-tetrahydropyran-2-yloxy ethyl)-3-(1-tetrahydropyran-2-ylpyrazol-4-yl)-1H-indol-4-yl]carbamate